FC1=C(C=C(C=C1)NC(=O)C1=C(N(C(=C1C)C(C(=O)NC1(CCN(CC1)S(=O)(=O)C)CO)=O)C)C)C N-(4-fluoro-3-methylphenyl)-5-(2-((4-(hydroxymethyl)-1-(methylsulfonyl)piperidin-4-yl)amino)-2-oxoacetyl)-1,2,4-trimethyl-1H-pyrrole-3-carboxamide